iron (iII) oxide [O-2].[Fe+3].[O-2].[O-2].[Fe+3]